5-((3,4-dichlorophenoxy)methyl)-1H-indole-2-carboxylic acid ClC=1C=C(OCC=2C=C3C=C(NC3=CC2)C(=O)O)C=CC1Cl